O=C1NC2=CC=C(C=3C2=C1C=CC3)N3N=CC(=C3C(F)(F)F)C(=O)NC=3C=NC(=C(C3)C(F)(F)F)N3N=CC(=N3)COC(F)(F)F 1-(2-oxo-1,2-dihydrobenzo[cd]indol-6-yl)-N-(6-(4-trifluoromethoxymethyl-2H-1,2,3-triazol-2-yl)-5-trifluoromethylpyridin-3-yl)-5-trifluoromethyl-1H-pyrazole-4-carboxamide